F[C@H]1CN(CC[C@H]1NC1=CC=CN2C(=C(C=C12)C1=NOC(=N1)CNC(=O)C1=CC2=C(N=CS2)C=C1)SC(F)(F)F)C N-{[3-(8-{[(3S,4R)-3-fluoro-1-methylpiperidin-4-yl]amino}-3-[(trifluoromethyl)sulfanyl]indolizin-2-yl)-1,2,4-oxadiazol-5-yl]methyl}-1,3-benzothiazole-6-carboxamide